C1NCC12CC(C2)CC2=CC1=C(C(=NO1)C(F)(F)F)C=C2 6-(2-azaspiro[3.3]heptan-6-ylmethyl)-3-(trifluoromethyl)-1,2-benzoxazole